N-(4-(quinolin-2-yl)phenyl)acetamide N1=C(C=CC2=CC=CC=C12)C1=CC=C(C=C1)NC(C)=O